1,4-diphenyl-2-(pyridin-2-yl)butane-1,4-dione C1(=CC=CC=C1)C(C(CC(=O)C1=CC=CC=C1)C1=NC=CC=C1)=O